octyl-dimethyl-carboxylic acid C(CCCCCCC)CC(=O)OC